{4-[(9R)-9-hydroxy-2-(3-hydroxy-3-methylbutyloxy)-9-(trifluoromethyl)-9H-fluoren-4-yl]-1H-pyrazol-1-yl}-2-methylpropanoic acid tert-butyl ester C(C)(C)(C)OC(C(C)(C)N1N=CC(=C1)C1=CC(=CC=2[C@](C3=CC=CC=C3C12)(C(F)(F)F)O)OCCC(C)(C)O)=O